tert-Butyl N-(6-aminoisoquinolin-1-yl)-N-(tert-butoxycarbonyl)carbamate NC=1C=C2C=CN=C(C2=CC1)N(C(OC(C)(C)C)=O)C(=O)OC(C)(C)C